C(N(C1=C(C=CC=C1)C(C)C)C(C)C)N(C1=C(C=CC=C1)C(C)C)C(C)C methylene-bis(diisopropylaniline)